[Mg+2].C([O-])([O-])=O.[Na+] sodium carbonate, magnesium salt